2,2'-azodiisobutyramidine dihydrochloride Cl.Cl.N(=NC(C(=N)N)(C)C)C(C(=N)N)(C)C